S-trityl-mercaptoacetic acid C(C1=CC=CC=C1)(C1=CC=CC=C1)(C1=CC=CC=C1)SCC(=O)O